3-(pyridin-4-yl)azetidin-3-ol N1=CC=C(C=C1)C1(CNC1)O